4-(pyridin-3-yl)-1,4-dihydro-5H-tetrazol-5-one N1=CC(=CC=C1)N1N=NNC1=O